3-(6-aminohexyl)-2-butyl-4-isopropoxy-imidazo[4,5-d]pyridazin-7-amine dihydrochloride Cl.Cl.NCCCCCCN1C(=NC2=C(N=NC(=C21)OC(C)C)N)CCCC